NC(CN1N=CC(=C1)CN1C2=C(C(=C(C1=O)O)C(=O)O)SC=C2)=O 4-{[1-(2-amino-2-oxoethyl)-1H-pyrazol-4-yl]methyl}-6-hydroxy-5-oxo-4,5-dihydrothieno[3,2-b]pyridine-7-carboxylic acid